C1(=CC=CC=C1)CS(=O)(=O)OC1=C(O[C@@](C1=O)([2H])C1=C(C=C(C=C1)F)Cl)N (S)-2-amino-5-(2-chloro-4-fluorophenyl)-4-oxo-4,5-dihydrofuran-3-yl-5-d phenylmethanesulfonate